1,2-bis(oleoyloxy)-3-(trimethylammonio)propane Heptan-4-yl-(tert-butoxycarbonyl)-L-phenylalaninate CCCC(CCC)N([C@@H](CC1=CC=CC=C1)C(=O)[O-])C(=O)OC(C)(C)C.C(CCCCCCC\C=C/CCCCCCCC)(=O)OCC(C[N+](C)(C)C)OC(CCCCCCC\C=C/CCCCCCCC)=O